C(#C)C1(CC1)NC=1C2=C(N(C(N1)=O)C=1N=NC=CC1)N=C(C=C2)C(F)(F)F 4-((1-ethynylcyclopropyl)amino)-1-(pyridazin-3-yl)-7-(trifluoromethyl)pyrido[2,3-d]pyrimidin-2(1H)-one